C(C)(C)(C)N1[C@@H](CCC1C=C)C(=O)O Tert-butyl-5-vinyl-L-proline